N-(7-chloro-6-(1-(4-hydroxy-3-methyltetrahydrofuran-3-yl)piperidin-4-yl)isoquinolin-3-yl)-2-(1-isopropyl-1H-pyrazol-5-yl)cyclopropane-1-carboxamide ClC1=C(C=C2C=C(N=CC2=C1)NC(=O)C1C(C1)C1=CC=NN1C(C)C)C1CCN(CC1)C1(COCC1O)C